N-(4-chloro-6-phenyl-2-pyridyl)benzenesulfonamide ClC1=CC(=NC(=C1)C1=CC=CC=C1)NS(=O)(=O)C1=CC=CC=C1